(R)-ethyl 2-(2-((6-bromo-2,3-dihydro-1H-inden-1-yl)oxy)-5-methoxyphenyl)acetate BrC1=CC=C2CC[C@H](C2=C1)OC1=C(C=C(C=C1)OC)CC(=O)OCC